1-[2-[4-chloro-7-(4-fluoro-2-methoxy-phenyl)thieno[3,2-c]pyridin-6-yl]-6,7-dihydro-4H-oxazolo[4,5-c]pyridin-5-yl]prop-2-en-1-one ClC1=NC(=C(C2=C1C=CS2)C2=C(C=C(C=C2)F)OC)C=2OC1=C(CN(CC1)C(C=C)=O)N2